6-chloro-3-(2,6-dibenzyloxy-3-pyridyl)-1-methyl-pyrazolo[4,3-c]pyridine ClC1=CC2=C(C=N1)C(=NN2C)C=2C(=NC(=CC2)OCC2=CC=CC=C2)OCC2=CC=CC=C2